(2R,6S)-4-(4-vinylphenyl)-2,6-dimethylmorpholine C(=C)C1=CC=C(C=C1)N1C[C@H](O[C@H](C1)C)C